5-{2-amino-[1,2,4]triazolo[1,5-a]pyridin-7-yl}-2-chloro-N-{[3,5-difluoro-2-(propan-2-yloxy)phenyl]methyl}pyridine-3-carboxamide NC1=NN2C(C=C(C=C2)C=2C=C(C(=NC2)Cl)C(=O)NCC2=C(C(=CC(=C2)F)F)OC(C)C)=N1